2-(2-(((3-chloro-2-fluorophenyl)amino)-2-oxoacetamido)-3-phenylpropionamido)benzoic acid tert-butyl ester C(C)(C)(C)OC(C1=C(C=CC=C1)NC(C(CC1=CC=CC=C1)NC(C(=O)NC1=C(C(=CC=C1)Cl)F)=O)=O)=O